S1C(=NC2=C1C=CC=C2)SCNC(=O)NCSC=2SC1=C(N2)C=CC=C1 1,3-bis(2-benzothiazolylmercaptomethyl)urea